(R)-3-(3-((2-ethoxypyrimidin-5-yl)amino)-4-((R)-2,2,2-trifluoro-1-methoxyethyl)phenyl)pentanoic acid C(C)OC1=NC=C(C=N1)NC=1C=C(C=CC1[C@H](C(F)(F)F)OC)[C@@H](CC(=O)O)CC